COC1=C(C=CC(=C1OCCC)OC)C=1C=C(C=NC1)C=1CB(OC1)O 4-(5-(2,4-dimethoxy-3-propoxyphenyl)pyridin-3-yl)-1,2-oxaborol-2-ol